2-((1-methyl-4-oxo-2-(trifluoromethyl)-1,4-dihydroquinolin-6-yl)amino)-1-((2-(trimethylsilyl)ethoxy)methyl)-1H-imidazole-5-carboxylic acid CN1C(=CC(C2=CC(=CC=C12)NC=1N(C(=CN1)C(=O)O)COCC[Si](C)(C)C)=O)C(F)(F)F